(3-(difluoromethyl)-2-oxopyridin-1(2H)-yl)acetic acid ethyl ester C(C)OC(CN1C(C(=CC=C1)C(F)F)=O)=O